N(=[N+]=[N-])C1C2(CCC(C1[2H])C2)C21CCC(CC2)C1 2-azidobibicyclo[2.2.1]heptane-3-d